N-(2-fluoro-3-((2-oxo-7-(pyridin-2-yloxy)-2H-benzo[e][1,3]oxazin-3(4H)-yl)methyl)phenyl)cyclopropanesulfonamide FC1=C(C=CC=C1CN1C(OC2=C(C1)C=CC(=C2)OC2=NC=CC=C2)=O)NS(=O)(=O)C2CC2